C1(CCC1)CNCC1=C2C(=NC(=C1)C(=O)NC=1C=NC=C(C1)C1(CC(C1)C)C1=NN=CN1C)C=CN2 7-{[(cyclobutylmethyl)amino]methyl}-N-{5-[(1r,3s)-3-methyl-1-(4-methyl-1,2,4-triazol-3-yl)cyclobutyl]pyridin-3-yl}-1H-pyrrolo[3,2-b]pyridine-5-carboxamide